C(CCCCCCCCCCCCCCC)NC=1C(C2=CC=CC=C2C(C1)=O)=O 2-hexadecylamino-1,4-naphthoquinone